2-(vinylthio)-ethanol C(=C)SCCO